2-(piperazin-1-yl)-5-(trifluoromethyl)nicotinamide hydrochloride Cl.N1(CCNCC1)C1=C(C(=O)N)C=C(C=N1)C(F)(F)F